CC1=NC=2N(C(=C1CC1=CC=C(C=C1)[SH2](=O)C=N)C)N=CN2 [4-({5,7-dimethyl-[1,2,4]triazolo[1,5-a]pyrimidin-6-yl}methyl)phenyl](imino)methyl-λ6-sulfanone